[C@H](C)(CC)[C@@H]1N=C(C2=C(N(C1=O)CCC(=O)OCC)C=CC(=C2)Cl)C2=CC=CC=C2 ethyl 3-((S)-3-((S)-sec-butyl)-7-chloro-2-oxo-5-phenyl-2,3-dihydro-1H-benzo[e][1,4]diazepin-1-yl)propanoate